6,9,12,15-tetraoxa-3,1-diazaicosane-1,2,19,20-tetracarboxylate N(C(NCCOCCOCCOCCOCCCC(CC(=O)[O-])C(=O)[O-])C(=O)[O-])C(=O)[O-]